(R)-5-(2-(dimethylamino)ethoxy)-N-(1-(3-(1-ethyl-1H-pyrazol-3-yl)-5-(1-methyl-1H-pyrazol-3-yl)phenyl)ethyl)-2-methylbenzamide CN(CCOC=1C=CC(=C(C(=O)N[C@H](C)C2=CC(=CC(=C2)C2=NN(C=C2)C)C2=NN(C=C2)CC)C1)C)C